C(C(C)C)(=O)NC=1NC(C=2N=CN([C@H]3[C@H](O[Si](C)(C)C(C)(C)C)[C@H](OC(C4=CC=CC=C4)=O)[C@@H](CO)O3)C2N1)=O N2-isobutyryl-3'-O-benzoyl-2'-O-tert-butyldimethylsilyl-guanosine